C[C@@H]1COCCN1C1=CC(=NC(=N1)C1=C2C(=NC=C1)NC=C2)N=S2(CCN(CC2)C(CC)=O)=O (R)-1-(1-((6-(3-methylmorpholino)-2-(1H-pyrrolo[2,3-b]-pyridin-4-yl)pyrimidin-4-yl)imino)-1-oxido-1λ6-thiomorpholino)propan-1-one